ClC=1C=C(C(=NC1)C)S(=O)(=O)NC1=C(C(=C(C=C1)F)C=1C=CC=2N(C1)C=NC2C=2N(C(=CN2)C)COCC[Si](C)(C)C)F 5-chloro-N-[2,4-difluoro-3-[1-(5-methyl-1-[[2-(trimethylsilyl)ethoxy]methyl]imidazol-2-yl)imidazo[1,5-a]pyridin-6-yl]phenyl]-2-methylpyridine-3-sulfonamide